S1C(=NC2=C1C=CC=C2)N2CCN(CC2)CC2=C(C(=O)O)C=CC=C2 2-((4-(benzo[d]thiazol-2-yl)piperazin-1-yl)methyl)benzoic acid